O=C1N(CCCCC1)C(C(=O)O)CCCCCCCCCCCC 2-(2-oxoazepan-1-yl)tetradecanoic acid